tert-butyl (R)-4-((1-((benzyloxy)carbonyl)piperidin-4-yl)methyl)-3-methylpiperazine-1-carboxylate C(C1=CC=CC=C1)OC(=O)N1CCC(CC1)CN1[C@@H](CN(CC1)C(=O)OC(C)(C)C)C